FC1=C(C=C(C=C1)F)C1=C(C(=NC=C1)C1C(CCCC1)F)NC(=O)C=1C=NC(=NC1)C(C)C N-(4-(2,5-difluorophenyl)-2-(2-fluorocyclohexyl)pyridin-3-yl)-2-isopropylpyrimidine-5-carboxamide